N1CC(C1)C1=NC2=C(C=C(C=C2C=C1)CC)C(=O)N (azetidin-3-yl)-6-ethylquinoline-8-carboxamide